tert-butyl 5-(3,4-dihydronaphthalene-2-yl)-7-(benzyloxy)-[1,2,4]triazolo[1,5-a]pyridine-8-carboxylate C1=C(CCC2=CC=CC=C12)C1=CC(=C(C=2N1N=CN2)C(=O)OC(C)(C)C)OCC2=CC=CC=C2